C(C)(C)(C)OC(=O)N1CCN(CC1)C1CCN(CC1)C1=C(C=C(C=C1F)[N+](=O)[O-])F 4-(1-(2,6-difluoro-4-nitrophenyl)piperidin-4-yl)piperazine-1-carboxylic acid tert-butyl ester